ClC1=CN=CC(=N1)C1=C(C=C(C=C1)S(=O)(=O)C)O 2-(6-chloropyrazin-2-yl)-5-methanesulfonylphenol